C(=O)C=1C=CC(=C(C(=O)O)C1)OC 5-formyl-2-methoxybenzoic acid